C1(=C(C=CC=C1)NC)NC ortho-phenylene-bis(methylamine)